(S)-1-((3'-chloro-2'-(2-chloro-3-(5-(((R)-3-hydroxypyrrolidin-1-yl)methyl)-6-methoxypyridin-2-yl)phenyl)-6-methoxy-[2,4'-bipyridin]-5-yl)methyl)pyrrolidin-3-ol ClC=1C(=NC=CC1C1=NC(=C(C=C1)CN1C[C@H](CC1)O)OC)C1=C(C(=CC=C1)C1=NC(=C(C=C1)CN1C[C@@H](CC1)O)OC)Cl